3-(4-fluoro-1-oxo-5-(4-((3-phenylazetidin-1-yl)methyl)pyridin-2-yl)isoindolin-2-yl)piperidine-2,6-dione FC1=C2CN(C(C2=CC=C1C1=NC=CC(=C1)CN1CC(C1)C1=CC=CC=C1)=O)C1C(NC(CC1)=O)=O